ethyl 5-amino-1-vinyl-1H-pyrazole-4-carboxylate NC1=C(C=NN1C=C)C(=O)OCC